N1=CN=CC(=C1)C1=CNC2=NC=CC(=C21)N2CC1(CCCCN1)CCC2 8-(3-pyrimidin-5-yl-1H-pyrrolo[2,3-b]pyridin-4-yl)-1,8-diazaspiro[5.5]undecane